ClCCC(=C(C1=CC=C(C=C1)O)C1=CC=C(C=C1)N1CCC(CC1)CN1C2CN(C(C1)C2)C=2C=C1C(N(C(C1=CC2)=O)C2C(NC(CC2)=O)=O)=O)C2=CC=C(C=C2)O 5-(5-((1-(4-(4-chloro-1,2-bis(4-hydroxyphenyl)but-1-en-1-yl)phenyl)piperidin-4-yl)methyl)-2,5-diazabicyclo[2.2.1]heptan-2-yl)-2-(2,6-dioxopiperidin-3-yl)isoindoline-1,3-dione